tert-butyl (6-(4-acetyl-2H-1,2,3-triazol-2-yl)-5-chloropyridin-3-yl)carbamate C(C)(=O)C1=NN(N=C1)C1=C(C=C(C=N1)NC(OC(C)(C)C)=O)Cl